C(=O)(O)CN1CCN(CCN(CC1)CC(=O)O)C(C(=O)N)CCC(=O)O 2-(4,7-bis(carboxymethyl)-1,4,7-triazacyclononan-1-yl)-4-carboxybutyramide